The molecule is a steroid glucosiduronic acid that is 2-methoxyestrone having a beta-D-glucuronic acid residue attached at position 3. It is a beta-D-glucosiduronic acid, a 17-oxo steroid, an aromatic ether and a steroid glucosiduronic acid. It derives from a 4-methoxyestrone. It is a conjugate acid of a 4-methoxyestrone 3-O-(beta-D-glucuronide)(1-). C[C@]12CC[C@H]3[C@H]([C@@H]1CCC2=O)CCC4=C3C=CC(=C4OC)O[C@H]5[C@@H]([C@H]([C@@H]([C@H](O5)C(=O)O)O)O)O